COC=1C=C2C=CC=NC2=C(C1)C(=O)NC1CN(C1)C(=O)C=1N=CSC1 6-methoxy-N-(1-(thiazole-4-carbonyl)azetidin-3-yl)quinoline-8-carboxamide